FC=1C=C(C=C(C1F)N1CCNCC1)C=1C=C2C(=NC1)NC=C2C=2C=C1C(=NC=NC1=CC2)NC2CCN(CC2)C 6-(5-(3,4-difluoro-5-(piperazin-1-yl)phenyl)-1H-pyrrolo[2,3-b]pyridin-3-yl)-N-(1-methylpiperidin-4-yl)quinazolin-4-amine